COC(C1=NC=2NCCCC2C=C1CC1OC=CC=NC1=O)OC ((2-(dimethoxymethyl)-5,6,7,8-tetrahydro-1,8-naphthyridin-3-yl)methyl)-1,4-oxazepin-3-one